(S)-1-ethyl-6-((4-((2-hydroxy-1-phenylethyl)amino)-5-(3,8-dioxa-1-azaspiro[4.5]dec-1-en-2-yl)pyrimidin-2-yl)amino)-1,2-dihydro-3H-indazol-3-one C(C)N1NC(C2=CC=C(C=C12)NC1=NC=C(C(=N1)N[C@H](CO)C1=CC=CC=C1)C1=NC2(CO1)CCOCC2)=O